O[C@@H]1CN(CCCC1)C(=O)OC(C)(C)C tert-butyl (3S)-3-hydroxyazepane-1-carboxylate